5-(4-(3-oxa-8-azabicyclo[3.2.1]oct-8-yl)-6-morpholino-1,3,5-triazin-2-yl)-4-(difluoromethyl)pyrimidin-2-amine C12COCC(CC1)N2C2=NC(=NC(=N2)N2CCOCC2)C=2C(=NC(=NC2)N)C(F)F